(R)-3-(3-chlorophenyl)isoxazolidine ClC=1C=C(C=CC1)[C@@H]1NOCC1